C1OCC12CC(C2)COC2=NN=C(S2)NC(=O)C=2C=NC(=CC2C2=CC(=NC=C2OC)Cl)C N-(5-((2-oxaspiro(3.3)hept-6-yl)methoxy)-1,3,4-thiadiazol-2-yl)-2'-chloro-5'-methoxy-6-methyl-(4,4'-bipyridine)-3-carboxamide